(S)-2,2,4-Trimethylpyrrolidin CC1(NC[C@H](C1)C)C